tert-butyl 4-(3-hydroxypyrazol-1-yl)piperidine-1-carboxylate OC1=NN(C=C1)C1CCN(CC1)C(=O)OC(C)(C)C